5-chloro-2-(8-fluoro-chroman-4-yl)-N-(3-sulfamylphenyl)-4-(trifluoromethyl)benzamide ClC=1C(=CC(=C(C(=O)NC2=CC(=CC=C2)S(N)(=O)=O)C1)C1CCOC2=C(C=CC=C12)F)C(F)(F)F